tert-butyl (3S)-7-fluoro-3-{[(R)-2-methylpropane-2-sulfinyl]amino}-1,3-dihydrospiro[indene-2,4'-piperidine]-1'-carboxylate FC=1C=CC=C2[C@H](C3(CCN(CC3)C(=O)OC(C)(C)C)CC12)N[S@](=O)C(C)(C)C